CN(C(OCC1=C(C=CC=C1)COC(N(C)C)=O)=O)C 1,2-phenylenebis(methylene) bis(dimethylcarbamate)